(4-Fluorophenyl)(2-{4-[6-(1-methyl-1H-pyrazol-4-yl)pyrazolo[1,5-a]pyrimidin-3-yl]piperazin-1-yl}pyrimidin-5-yl)methanol FC1=CC=C(C=C1)C(O)C=1C=NC(=NC1)N1CCN(CC1)C=1C=NN2C1N=CC(=C2)C=2C=NN(C2)C